(aminoethyl)amine NCCN